C(C(=C)C)(=O)[O-].C(C=C)(=O)NC(C)(C)CS(=O)(=O)[O-].[NH4+].[NH4+] ammonium acryloyldimethyltaurate methacrylate